3,5-diethylpyridine C(C)C=1C=NC=C(C1)CC